ClC1=C(C(=CC=C1)Cl)N1C(CC2=CC=CC=C12)=O N-(2,6-dichlorophenyl)indol-2-one